FC=1C=C(C=CC1F)C=1C=C(C=NC1)OC1=CC(=C(C=C1)N1CCC2(CC1)CCN(CC2)S(=O)(=O)C)S(=O)(=O)C 3-(4-((5-(3,4-difluorophenyl)pyridin-3-yl)oxy)-2-(methyl-sulfonyl)phenyl)-9-(methylsulfonyl)-3,9-diazaspiro[5.5]undecane